NCCCCCCCCCC(=O)N[C@H](C(=O)N1[C@@H](C[C@H](C1)O)C(=O)NCC1=CC=C(C=C1)C1=C(N=CS1)C)C(C)(C)C (2S,4R)-1-[(2S)-2-(10-aminodecanoylamino)-3,3-dimethylbutyryl]-4-hydroxy-N-[[4-(4-methyl-1,3-thiazol-5-yl)phenyl]methyl]pyrrolidine-2-carboxamide